ClC1=C(C(=O)N2COC3=C(C2)C=CC=C3C3=CC(=C(C(=O)O)C=C3F)N3C2COCC3CC2)C(=CC(=C1)N1CC(C1)N1CC(C1)(F)F)Cl 4-[3-[2,6-Dichloro-4-[3-(3,3-difluoroazetidin-1-yl)azetidin-1-yl]benzoyl]-2,4-dihydro-1,3-benzoxazin-8-yl]-5-fluoro-2-(3-oxa-8-azabicyclo[3.2.1]octan-8-yl)benzoic acid